ClC1=CC2=C(N(C(N=C2N2[C@H](CN(CC2)C(C=C)=O)C)=O)C2=C(N=CS2)CC)N=C1C1=C(C=CC=C1O)F 6-chloro-1-(4-ethyl-1,3-thiazol-5-yl)-7-(2-fluoro-6-hydroxyphenyl)-4-((2S)-2-methyl-4-(2-propenoyl)-1-piperazinyl)pyrido[2,3-d]pyrimidin-2(1H)-one